NC(C)[Si](OC)(OC)C 1-aminoethylmethyl-dimethoxysilane